3-benzyl-2-hexyl-3,4-dihydroisoquinoline C(C1=CC=CC=C1)C1N(CC2=CC=CC=C2C1)CCCCCC